[C@H]1([C@@H](O)[C@@H](O)[C@H](O)[C@H](O1)CO)OCCCC(=O)N {2-[(α-D-mannopyranosyl)oxy]ethyl}acetamide